C(C)OC(=O)C1=C(C2=C(S1)C=CC=C2Br)C=O 4-bromo-3-formylbenzo[b]thiophene-2-carboxylic acid ethyl ester